1-(5-(6-Fluoro-3,4-dihydroisoquinolin-2(1H)-yl)-3-methyl-2-nitrophenyl)-3-hydroxycyclobutane-1-carboxylic acid FC=1C=C2CCN(CC2=CC1)C=1C=C(C(=C(C1)C1(CC(C1)O)C(=O)O)[N+](=O)[O-])C